5-(indolizine-2-carbonyl)-N-[1,1,1-trifluoropropan-2-yl]-2H,4H,5H,6H,7H-pyrazolo[4,3-c]pyridine-3-carboxamide C=1C(=CN2C=CC=CC12)C(=O)N1CC=2C(CC1)=NNC2C(=O)NC(C(F)(F)F)C